(1S,4R)-8-methyl-1,2,3,4-tetrahydro-1,4-methylenebenzo[4,5]imidazo[1,2-a]pyridin-6-amine CC=1C=C2C(N=C3N2[C@H]2CC[C@@H]3C2)=C(C1)N